C1(=CC=CC=C1)C1=NC=CC(=C1)B(O)O 2-PHENYLPYRIDIN-4-YLBORONIC ACID